ClCC1=NN=C(S1)C1=NC=C(C=C1)C1COCC1 2-[5-(chloromethyl)-1,3,4-thiadiazol-2-yl]-5-(tetrahydro-3-furyl)pyridine